N-(1-(azetidin-1-ylmethyl)cyclopropyl)-1-(m-tolyl)cyclobutane-1-carboxamide N1(CCC1)CC1(CC1)NC(=O)C1(CCC1)C=1C=C(C=CC1)C